6-(5-cyanopyrazin-2-ylamino)-N-(3,3-difluorocyclobutyl)-4-(piperidin-4-ylmethylamino)pyridazine-3-carboxamide C(#N)C=1N=CC(=NC1)NC1=CC(=C(N=N1)C(=O)NC1CC(C1)(F)F)NCC1CCNCC1